ClC=1C=C(C=CC1)C(CCC#N)=O 3-(3-chlorophenyl)-3-oxopropanecarbonitrile